(S)-2-(3-(3-(fluoro(4-methyl-4H-1,2,4-triazol-3-yl)methyl)oxetan-3-yl)phenyl)-6-((3-methoxy-3-methylazetidin-1-yl)methyl)-4-(trifluoromethyl)isoindolin-1-one F[C@@H](C1(COC1)C=1C=C(C=CC1)N1C(C2=CC(=CC(=C2C1)C(F)(F)F)CN1CC(C1)(C)OC)=O)C1=NN=CN1C